ClC=1C=C2C(N3C(=NC2=CC1Cl)[C@H]1CCCN([C@@H]1CC3)CCO)=O |r| (±)-(4aR,13bS)-10,11-dichloro-4-(2-hydroxyethyl)-1,2,3,4,4a,5,6,13b-octahydro-8H-[1,6]naphthyridino[5,6-b]quinazolin-8-one